2-(bromomethyl)-1-fluoro-3-trifluoromethylbenzene BrCC1=C(C=CC=C1C(F)(F)F)F